OC[C@@H](C1=CC(=CC=C1)C(F)(F)F)NC(=O)NC1CC2(C1)CCC2 |r| Racemic-(±)-1-[2-hydroxy-1-(3-trifluoromethyl-phenyl)-ethyl]-3-spiro[3.3]Hept-2-yl-urea